ClC=1C=C(C=CC1)/C=C/C(=O)N1CC2=C(N=C(NC2=O)C2(CC2)C2=CC=CC=C2)CC1 (E)-6-(3-(3-chlorophenyl)acryloyl)-2-(1-phenylcyclopropyl)-5,6,7,8-tetrahydropyrido[4,3-d]pyrimidin-4(3H)-one